FC=1C=C(C=C(C1)F)[C@@H]1CC[C@H]2OC3(C(N21)=O)CCN(CC3)C(=O)C3=NC=C(C=C3)F (5'S,7a'R)-5'-(3,5-difluorophenyl)-1-(5-fluoropyridine-2-carbonyl)tetrahydro-3'H-spiro[piperidine-4,2'-pyrrolo[2,1-b][1,3]oxazol]-3'-one